C(C)OP(OCC)(=O)C(C(C)=O)C(C(C)(C)C)N [1-(1-amino-1-tert-butylmethyl)-2-oxopropyl]phosphonic acid diethyl ester